3-(1-ethyl-2-methylindol-3-yl)phthalide C(C)N1C(=C(C2=CC=CC=C12)C1OC(=O)C2=CC=CC=C12)C